The molecule is a divalent inorganic anion obtained by removal of two of the five protons from orthoperiodic acid It is an orthoperiodate ion and a divalent inorganic anion. It is a conjugate base of an orthoperiodate(1-). It is a conjugate acid of an orthoperiodate(3-). OI(=O)(O)(O)([O-])[O-]